(S)-(3-hydroxy-4-(1-methoxyethyl)phenyl)dimethylphosphine oxide OC=1C=C(C=CC1[C@H](C)OC)P(C)(C)=O